CC1(CC=2N(N=CC2C2=CC(=NC=C2)C2(C(OC2)(C2CCCCC2)C(N)=O)C(=O)N)C1)C (4-(5,5-dimethyl-5,6-dihydro-4H-pyrrolo[1,2-b]pyrazol-3-yl)pyridin-2-yl)carbamoyl(cyclohexyl)oxetane-3-carboxamide